N-(2-(((2,3-Dihydroxypropyl)amino)methyl)quinolin-8-yl)-4-(trifluoromethyl)benzenesulfonamide OC(CNCC1=NC2=C(C=CC=C2C=C1)NS(=O)(=O)C1=CC=C(C=C1)C(F)(F)F)CO